FC1(CCN(CC1)C=1OC2=C(N1)C=C(C=C2)NC(=O)C2=CC1=C(OCO1)C=C2)F benzo[1,3]dioxole-5-carboxylic acid [2-(4,4-difluoro-piperidin-1-yl)-benzooxazol-5-yl]-amide